7-diphenylamino-4-hydroxy-1-phenyl-3-(2,2,2-trifluoroethan-1-one-1-yl)quinolin C1(=CC=CC=C1)N(C1=CC=C2C(=C(CN(C2=C1)C1=CC=CC=C1)C(C(F)(F)F)=O)O)C1=CC=CC=C1